NC=1C=CC(=NC1C)NC(OC(C)(C)C)=O tert-Butyl (5-amino-6-methylpyridin-2-yl)carbamate